FC=1C=CC2=C(C[C@H](CC=3N2C(=NN3)[C@@H]3CC[C@H](CC3)OC3=NC=CC=C3)OC)C1 (5R)-8-Fluoro-5-methoxy-1-[trans-4-(pyridin-2-yloxy)cyclohexyl]-5,6-dihydro-4H-[1,2,4]triazolo[4,3-a][1]benzazepin